CC(COCCOC(C)COCC(C)N)N The molecule is a diamine in which two primary amino groups are at either end of what is essentially a poly(ethylene glycol) (PEG)backbone, consisting of blocks of ethylene oxide and propylene oxide. In the diagram, m ~ 39,; (l + n) ~ 6. The compound is one of a series of related compounds commonly used to crystallise proteins. It has a role as a crystallisation adjutant. It is a jeffamine diamine, a diamine and a polyether.